CC1(COC2=C(N=CC=C21)C(=O)OCC)C ethyl 3,3-dimethyl-2,3-dihydrofuro[2,3-c]pyridine-7-carboxylate